N1C=C(C2=CC=CC=C12)C1=C(C(=O)NNC(=S)NC2=C(C=CC=C2)C)C=CC(=N1)C 1-(2-(1H-indole-3-yl)-6-methylnicotinoyl)-4-o-methylphenyl-thiosemicarbazide